C[C@@H](C(=O)[O-])NC(=O)CC[C@@H](C(=O)[O-])[NH3+] The molecule is a peptide anion that is the conjugate base of gamma-Glu-Ala, obtained by removal of protons from the two carboxy groups as well as protonation of the amino group; major species at pH 7.3. It has a role as a Saccharomyces cerevisiae metabolite and a plant metabolite. It is a conjugate base of a gamma-Glu-Ala.